(R)-N-(6-(N-(tert-butyl)sulfamoyl)pyridin-2-yl)-2-(6-azaspiro[2.5]octan-6-yl)-6-(1,1,1-trifluoro-2,3-dihydroxypropan-2-yl)nicotinamide C(C)(C)(C)NS(=O)(=O)C1=CC=CC(=N1)NC(C1=C(N=C(C=C1)[C@](C(F)(F)F)(CO)O)N1CCC2(CC2)CC1)=O